ClC1=NN2C(N=CC3=C2C(CC3C(=O)NC=3C=NC(=C(C3)Cl)N3N=CC(=N3)C(C)O)(C)C)=C1 2-chloro-N-(5-chloro-6-(4-(1-hydroxyethyl)-2H-1,2,3-triazol-2-yl)pyridin-3-yl)-8,8-dimethyl-7,8-dihydro-6H-cyclopenta[e]pyrazolo[1,5-a]pyrimidine-6-carboxamide